NCCCN1C(=NC(=C1)C)CC 1-(3-aminopropyl)-2-ethyl-4-methylimidazole